C(CCC)SCCNC(CCNC([C@@H](C(COP(OP(OC[C@@H]1[C@H]([C@H]([C@@H](O1)N1C=NC=2C(N)=NC=NC12)O)OP(=O)(O)O)(=O)O)(=O)O)(C)C)O)=O)=O butyl-CoA